(S)-N-(3-chloro-2-fluorophenyl)-5-phenyl-5H-pyrrolo[1,2-b][1,2,4]-triazole-2-carboxamide ClC=1C(=C(C=CC1)NC(=O)C=1N=C2N(N1)[C@@H](C=C2)C2=CC=CC=C2)F